((2-(((3S,6S,9aS)-3-(3-(1H-indazol-1-yl)azetidine-1-carbonyl)-5-oxooctahydro-1H-pyrrolo[1,2-a]azepin-6-yl)carbamoyl)benzo[b]thiophen-5-yl)difluoromethyl)phosphonic acid N1(N=CC2=CC=CC=C12)C1CN(C1)C(=O)[C@@H]1CC[C@H]2N1C([C@H](CCC2)NC(=O)C2=CC1=C(S2)C=CC(=C1)C(F)(F)P(O)(O)=O)=O